N1N=C(C=C1)N1N=CC(=C1)C1COCCC1 1-(1H-pyrazol-3-yl)-4-(tetrahydro-2H-pyran-3-yl)-1H-pyrazol